FN[C@@H](CC1=CC=CC=C1)C=O fluorodeoxyphenylalanine